The molecule is an amino oligosaccharide that is a branched tridecasaccharide in which two beta-D-Gal-(1->4)-beta-D-GlcNAc disaccharide units are linked (1->2) and (1->4) to the terminal mannose residue of an alpha-D-Man-(1->3)-beta-D-Man-(1->4)-beta-D-GlcNAc-(1->4)-D-GlcNAc tetrasaccharide chain, to the beta-D-mannose residue of which is also linked (1->6) a beta-D-Gal-(1->4)-beta-D-GlcNAc-(1->3)-alpha-D-Man trisaccharide unit. It has a role as an epitope. It is an amino oligosaccharide and a glucosamine oligosaccharide. CC(=O)N[C@@H]1[C@H]([C@@H]([C@H](O[C@H]1O[C@@H]2[C@H](O[C@@H]([C@H]([C@H]2O)O[C@H]3[C@@H]([C@H]([C@@H]([C@H](O3)CO)O[C@H]4[C@@H]([C@H]([C@H]([C@H](O4)CO)O)O)O)O)NC(=O)C)O[C@H]5[C@@H]([C@H](O[C@H]([C@H]5O)O[C@@H]6[C@H](O[C@H]([C@@H]([C@H]6O)NC(=O)C)O[C@@H]7[C@H](OC([C@@H]([C@H]7O)NC(=O)C)O)CO)CO)CO[C@@H]8[C@H]([C@H]([C@@H]([C@H](O8)CO)O)O)O[C@H]9[C@@H]([C@H]([C@@H]([C@H](O9)CO)O[C@H]1[C@@H]([C@H]([C@H]([C@H](O1)CO)O)O)O)O)NC(=O)C)O)CO)CO)O[C@H]1[C@@H]([C@H]([C@H]([C@H](O1)CO)O)O)O)O